2-fluoro-4-((2-(3-methyl-1,2,4-oxadiazol-5-yl)pyridin-4-yl)oxy)aniline FC1=C(N)C=CC(=C1)OC1=CC(=NC=C1)C1=NC(=NO1)C